C12C3(C4CC(CC(C1)C4)C2)O[C@]2(OO3)CC(CCC2)C2=CC=C(C=C2)CCC(=O)N 3-(p-{(1R)-Dispiro[cyclohexane-1,3'-[1,2,4]trioxolane-5',2''-tricyclo[3.3.1.13,7]decan]-3-yl}phenyl)propionamide